4-(4-carboxyphenoxy)-isophthalic acid C(=O)(O)C1=CC=C(OC2=C(C=C(C(=O)O)C=C2)C(=O)O)C=C1